((1-(1-(2,4-bis(trifluoromethyl)phenyl)ethyl)-1H-pyrazol-4-yl)ethynyl)-5-(pyridin-2-yl)-1,3,4-thiadiazole FC(C1=C(C=CC(=C1)C(F)(F)F)C(C)N1N=CC(=C1)C#CC=1SC(=NN1)C1=NC=CC=C1)(F)F